aminomethyl acrylate methacrylate C(C(=C)C)(=O)O.C(C=C)(=O)OCN